di-tert-butyl N-{[(2S)-6-amino-1-tert-butoxy-1-oxohexan-2-yl]carbamoyl}-L-glutamate NCCCC[C@@H](C(=O)OC(C)(C)C)NC(=O)N[C@@H](CCC(=O)OC(C)(C)C)C(=O)OC(C)(C)C